FC(C=1C=C(C=CC1)CCC(=O)Cl)(F)F 3-(3-trifluoromethylphenyl)propionyl chloride